N[C@@H](CC1=CC=CC=C1)C(=O)O.C(C)N1CN(C=C1)C=C 1-ethyl-3-vinyl-imidazole phenylalanine salt